FC=1C=C(C=C(C1COC1=CC=C(C=C1)OS(=O)(=O)F)F)C1=CC(=NC=C1)C(=O)O 4-(3,5-difluoro-4-((4-((fluorosulfonyl)oxy)phenoxy)methyl)phenyl)picolinic acid